ClC1=C(C=C(CN2C(NC(C3=CC=CC=C23)=O)=O)C=C1)C(=O)N1CCN(CC1)C(=O)C1CCCCC1 1-(4-Chloro-3-(4-(cyclohexylcarbonyl)piperazine-1-carbonyl)benzyl)quinazoline-2,4(1H,3H)-dione